5-norbornene-2,2-dimethanol C12C(CC(C=C1)C2)(CO)CO